CC(C[C@@H](C(=O)N1CCC(CC1)CCN1CCCC1)N1C([C@@H](N(CC1)C1CC1)CC(C)C)=O)C (S)-1-[(S)-3-Methyl-1-({4-[2-(1-pyrrolidineyl)ethyl]-1-piperidyl}carbonyl)butyl]-4-cyclopropyl-3-isobutyl-2-piperazinone